ClC1=C(C=CC=C1)N1C(N=C(C2=CC=C(C=C12)OC(F)(F)F)NC)=O 1-(2-chlorophenyl)-4-(methylamino)-7-(trifluoromethoxy)quinazolin-2(1H)-one